ClC=1C=C2C(=NC(=NC2=C(C1C1=C2C=NNC2=CC=C1C)F)C1CN(C1)C1CC1)N1C[C@H](N(C[C@@H]1C)C(C=C)=O)C 1-((2R,5S)-4-(6-chloro-2-(1-cyclopropylazetidin-3-yl)-8-fluoro-7-(5-methyl-1H-indazol-4-yl)quinazolin-4-yl)-2,5-dimethylpiperazin-1-yl)prop-2-en-1-one